N-((1R,3S)-3-((5-bromo-2-chloropyrimidin-4-yl)amino)cyclopentyl)cyclopropaneformamide BrC=1C(=NC(=NC1)Cl)N[C@@H]1C[C@@H](CC1)NC(=O)C1CC1